BrC1=CC=2N(C=C1)C(=C(N2)N2CC1=NC=C(C=C1C2=O)C(F)(F)F)S(=O)(=O)CC 6-(7-bromo-3-ethylsulfonyl-imidazo[1,2-a]pyridin-2-yl)-3-(trifluoromethyl)-7H-pyrrolo[3,4-b]pyridin-5-one